C1(=CC=CC=C1)C1=C(C=C(C=C1)C1=CC=CC=C1)C1=CC(=C2C=CC=C3C4=C(C=CC5=C(C=CC(C1=C23)=C45)I)C4=CC=CC=C4)I 1-([1,1':4',1''-terphenyl]-2'-yl)-3,10-diiodo-7-phenylperylene